5-(((7-(8-ethyl-7-fluoro-3-hydroxynaphthalen-1-yl)-8-fluoro-2-(((2R,7aS)-2-fluorohexahydro-1H-pyrrolizin-7a-yl)methoxy)pyrido[4,3-d]pyrimidin-4-yl)amino)methyl)pyridin-2(1H)-one C(C)C=1C(=CC=C2C=C(C=C(C12)C1=C(C=2N=C(N=C(C2C=N1)NCC=1C=CC(NC1)=O)OC[C@]12CCCN2C[C@@H](C1)F)F)O)F